(R)-8-benzyl-7-ethyl-2-[2-methoxy-4-(2-(4-methylpiperazin-1-yl)-2-oxoethylsulphonyl)phenylamino]-5-methyl-7,8-dihydropterin C(C1=CC=CC=C1)N1C(CN(C=2C(N[C@](NC12)(N)NC1=C(C=C(C=C1)S(=O)(=O)CC(=O)N1CCN(CC1)C)OC)=O)C)CC